BrN1N(C=CC1)C=1C(=NC=C(C1)NC(CN1CC(CC1)OC)=O)C 2-Bromo-N-(5-(2-(3-methoxypyrrolidin-1-yl)acetamido)-2-methylpyridin-3-yl)pyrazol